C(C1=CC=CC=C1)OC1=NC(=CC=C1N1C(N(C2=C1C=CC(=C2)NC2=CC=C(C=C2)NC(OC(C)(C)C)=O)C)=O)OCC2=CC=CC=C2 tert-butyl N-[4-[[1-(2,6-dibenzyloxy-3-pyridyl)-3-methyl-2-oxo-benzimidazol-5-yl]amino]phenyl]carbamate